N-(1-(4-fluorocyclohexyl)-2-((4-((S)-2-methoxy-1-((S)-2-oxo-4-(trifluoromethyl)imidazolidin-1-yl)ethyl)pyridin-2-yl)amino)-2-oxoethyl)-4-methylisoxazole-3-carboxamide FC1CCC(CC1)C(C(=O)NC1=NC=CC(=C1)[C@@H](COC)N1C(N[C@@H](C1)C(F)(F)F)=O)NC(=O)C1=NOC=C1C